O=C1CCC(CC1)CCC(=O)N1CCC(CC1)[C@@H]1CCNC=2N1N=C(C2C(=O)N)C2=CC=C(C=C2)OC2=CC=CC=C2 (S)-7-(1-(3-(4-oxocyclohexyl)propionyl)piperidin-4-yl)-2-(4-phenoxyphenyl)-4,5,6,7-tetrahydropyrazolo[1,5-a]pyrimidine-3-carboxamide